CN1N=C(C(=C1)C)NCC#N ((1,4-dimethyl-1H-pyrazol-3-yl)amino)acetonitrile